C(C1=CC=CC=C1)OC(=O)N1CCC(CC1)N1C(N(CC2=C(C1)C=C(C=C2)F)CC2=CC=C(C=C2)CC=O)=O 4-(8-fluoro-3-oxo-4-[[4-(2-oxoethyl)phenyl]methyl]-1,5-dihydro-2,4-benzodiazepine-2-yl)piperidine-1-carboxylic acid benzyl ester